ClC=1C=C2C(=CC(=NC2=CC1)C(F)(F)F)NCC1(CN(C1)C(=O)NC)C1=CC=C2C=NN(C2=C1)C 3-(((6-Chloro-2-(trifluoromethyl)quinolin-4-yl)amino)methyl)-N-methyl-3-(1-methyl-1H-indazol-6-yl)azetidine-1-carboxamide